C(C)(C)C1=C(NC2=CC=C(C=C12)C1CN(CCO1)CC1(COC1)C)C=1C=C(C=2N(C1)N=CN2)C 2-(3-Isopropyl-2-(8-methyl-[1,2,4]triazolo[1,5-a]pyridin-6-yl)-1H-indol-5-yl)-4-((3-methyloxetan-3-yl)methyl)morpholin